BrC1=CC=C(C=C1)N(C1=CC=C(C=C1)C1=CC=CC=C1)C1=CC=C(C=C1)C1=CC=CC2=CC=CC=C12 N-(4-bromophenyl)-N-(4-(naphthalen-1-yl)phenyl)-[1,1'-biphenyl]-4-amine